N[C@@H](C(=O)N1CCC(CC1)CN1CCN(CC1)CC(=O)OCC)C1CCCCC1 ethyl (R)-2-(4-((1-(2-amino-2-cyclohexylacetyl)piperidin-4-yl)methyl)piperazin-1-yl)acetate